FC1=CC=C(C=C1)C1=CC2=C(N=CN=C2N[C@H](C)C=2C=NC(=NC2)C(F)(F)F)N=C1 (R)-6-(4-Fluorophenyl)-N-(1-(2-(trifluoromethyl)pyrimidin-5-yl)ethyl)pyrido[2,3-d]pyrimidin-4-amine